OCCN1C=2C3=C(C=CC2C2=CC(=C(C=C2C1=O)OC)OC)C=C1C(=C3)OCO1 12-(2-Hydroxyethyl)-2,3-dimethoxy-[1,3]dioxolo[4',5':4,5]benzo[1,2-c]phenanthridin-13(12H)-one